2-[4-[8-Chloro-7-[2-methyl-3-(2-trimethylsilylethoxymethyl)benzimidazol-5-yl]oxy-quinoxalin-2-yl]pyrazol-1-yl]ethyl methanesulfonate CS(=O)(=O)OCCN1N=CC(=C1)C1=NC2=C(C(=CC=C2N=C1)OC1=CC2=C(N=C(N2COCC[Si](C)(C)C)C)C=C1)Cl